O1CCC2C1OCC2 (3R,3aR,6aS)-Hexahydrofuro[2,3-b]furan